(S)-5-bromo-2-(3-fluoropyrrolidin-1-yl)pyrimidine BrC=1C=NC(=NC1)N1C[C@H](CC1)F